4-(2-bromoacetyl)-3-fluorobenzonitrile BrCC(=O)C1=C(C=C(C#N)C=C1)F